C(C)[N+]1=CC=C(C=C1)C=CC1=CC=C(C=C1)C=O 1-ethyl-4-(p-formylstyryl)pyridinium